C1(CCCCCC1)N1C=NC(=C1C1=NC(=NC=C1)NC(OCC1=CC=CC=C1)=O)C1=CC=C(C=C1)F Benzyl (4-(1-cycloheptyl-4-(4-fluorophenyl)-1H-imidazol-5-yl)pyrimidin-2-yl)carbamate